dihydroquinazolin-5(4H)-one N1CNCC2C(C=CC=C12)=O